2-[amino(1H-pyrazol-4-yl)methyl]-4,5-dichlorophenol NC(C1=C(C=C(C(=C1)Cl)Cl)O)C=1C=NNC1